O1CCC(=CC1)N1C(=NC(=C1)C=1C=C(C=CC1)C)C1=CC2=CC=C(C=C2C=C1)OC (3,6-Dihydro-2H-pyran-4-yl)-2-(6-methoxynaphthalin-2-yl)-4(s)-(m-tolyl)-1H-imidazol